Propyl-3,4-methylenedioxyamphetamine C(CC)NC(C)CC1=CC2=C(C=C1)OCO2